C(C=C)[N+](CCCO)(CC=C)CC=C triallyl(3-hydroxypropyl)ammonium